C(CCCCCCCCCCCCCCCCC)C(=O)N(C)C octadecyl-N,N-dimethylformamide